(S)-3-amino-6-bromo-N-(2-((4-fluorophenyl)amino)-2-oxo-1-phenylethyl)pyrazine NC=1CN(C(=CN1)Br)[C@H](C(=O)NC1=CC=C(C=C1)F)C1=CC=CC=C1